OCCCN[C@@H]1CCCC=2NC(C3=CC=CC=C3C12)=O |r| racemic-1-(3-hydroxypropylamino)-2,3,4,5-tetrahydro-1H-phenanthridin-6-one